CN1C(=NC(=C1)C(F)(F)F)C1=CC=C(C=C1)C1=NOC(=N1)C1=C(C=C(C=C1)F)C1=CC(=CC(=C1)F)F 3-(4-(1-methyl-4-(trifluoromethyl)-1H-imidazol-2-yl)phenyl)-5-(3',5,5'-trifluoro-[1,1'-biphenyl]-2-yl)-1,2,4-oxadiazole